C(#C)C=1C(=CC=C2C=C(C=C(C12)[C@@H]1CCC=2C(=NC(=NC2C1)OC[C@]1(N(C[C@@H](C1)F)C)C)N1CC(CCCC1)NC(C=C)=O)O)F N-(1-((R)-7-(8-ethynyl-7-fluoro-3-hydroxynaphthalen-1-yl)-2-(((2S,4R)-4-fluoro-1,2-dimethylpyrrolidin-2-yl)methoxy)-5,6,7,8-tetrahydroquinazolin-4-yl)azepan-3-yl)acrylamide